CC1=CC(=NC(=C1)N1C[C@H](OCC1)C)C(=O)OC methyl (R)-4-methyl-6-(2-methylmorpholino)picolinate